C1(CC1)CN1C(=CC=2C1=NC(=CC2)C(C(F)(F)F)O)C=2N=C1N(C(=CC(=C1)C=O)OC)C2C [2-[1-(cyclopropylmethyl)-6-(2,2,2-trifluoro-1-hydroxyethyl)pyrrolo[2,3-b]pyridin-2-yl]-5-methoxy-3-methylimidazo[1,2-a]pyridin-7-yl]methanone